N-(4-(4-(3-(3-fluorophenethyl)ureido)phenoxy)-7-methoxyquinazolin-6-yl)propionamide FC=1C=C(CCNC(NC2=CC=C(OC3=NC=NC4=CC(=C(C=C34)NC(CC)=O)OC)C=C2)=O)C=CC1